2-(difluoromethoxy)-6-methyl-N-(3-phenylpropyl)thieno[2,3-d]pyrimidin-4-amine FC(OC=1N=C(C2=C(N1)SC(=C2)C)NCCCC2=CC=CC=C2)F